(2-chloro-4-(ethylamino)phenyl)-2-hydroxybenzamide ClC1=C(C=CC(=C1)NCC)C=1C(=C(C(=O)N)C=CC1)O